FC=1C=CC(=NC1)NC(CN1C=2N(C(C3=C1C(N(C3)[C@H](COC)C)=O)=O)N=C(C2)C(=O)N2CCCCC2)=O N-(5-fluoropyridin-2-yl)-2-{6-[(2S)-1-methoxyprop-2-yl]-5,8-dioxo-2-(piperidin-1-ylcarbonyl)-5,6,7,8-tetrahydro-4H-pyrazolo[1,5-a]pyrrolo[3,4-d]pyrimidin-4-yl}acetamide